BrC1=CC=2N(C3=CC=CC=C3C2C=C1)C1=CC=CC=C1 2-Bromo-9-phenylcarbazole